C(CC1=CC=CC=C1)C1(CN(CCC1)C(=O)OC(C)(C)C)C(=O)OC 1-(tert-butyl) 3-methyl 3-phenethylpiperidine-1,3-dicarboxylate